COC1=CC2=C(N(C([C@H]3N(C2=O)CCCC3)OC3OCCCC3)C(=O)OCC=C)C=C1OCCCCCCCC(=O)OC Allyl (6aS)-2-methoxy-3-((8-methoxy-8-oxooctyl)oxy)-12-oxo-6-((tetrahydro-2H-pyran-2-yl)oxy)-6,6a,7,8,9,10-hexahydrobenzo[e]-pyrido[1,2-a][1,4]diazepine-5(12H)-carboxylate